(S)-1-(3-((8-(4-(trifluoromethyl)phenyl)-1,6-naphthyridin-5-yl)amino)pyrrolidin-1-yl)prop-2-en-1-one FC(C1=CC=C(C=C1)C=1C=NC(=C2C=CC=NC12)N[C@@H]1CN(CC1)C(C=C)=O)(F)F